2-(2,3-dibromo-5-methoxy-4-((4-trifluoromethoxyphenyl)sulfonyloxy)phenyl)-1H-benzo[d]imidazole-4-carboxamide BrC1=C(C=C(C(=C1Br)OS(=O)(=O)C1=CC=C(C=C1)OC(F)(F)F)OC)C1=NC2=C(N1)C=CC=C2C(=O)N